ClC=1C=CC(=C(C(=O)NCCC2=CC=C(C=C2)S(=O)(=O)NC23CC4(C[C@@H](CC(C2)C4)C3)O)C1)OC 5-Chloro-N-(4-(N-((3S,5S)-3-hydroxyadamantan-1-yl)aminosulfonyl)phenethyl)-2-methoxybenzamide